C(C1=CC=CC=C1)OC(=O)N[C@@H](CCCCN)C(=O)OC methyl ((benzyloxy)carbonyl)-L-lysinate